2-(3-Fluorophenyl)quinazolin FC=1C=C(C=CC1)C1=NC2=CC=CC=C2C=N1